8-fluoro-7-(8-fluoronaphthalen-1-yl)-2-((hexahydro-1H-pyrrolizin-7a-yl-methoxy)pyrido[4,3-d]pyrimidin-4-yl)piperidin-3-ol FC1=C(N=CC2=C1N=C(N=C2C2NCCCC2O)OCC21CCCN1CCC2)C2=CC=CC1=CC=CC(=C21)F